Bis(tertbutyl)-tris(triazolylmethyl)amine C(C)(C)(C)C(C=1N=NNC1)(N(CC=1N=NNC1)CC=1N=NNC1)C(C)(C)C